potassium 6-((3-(5-(1,3-dioxolan-2-yl)pyridin-2-yl)phenyl)amino)-8-((4-methoxybenzyl)(methyl)amino)imidazo[1,2-b]pyridazine-3-carboxylate O1C(OCC1)C=1C=CC(=NC1)C=1C=C(C=CC1)NC=1C=C(C=2N(N1)C(=CN2)C(=O)[O-])N(C)CC2=CC=C(C=C2)OC.[K+]